1-(3-((5-cyclopropyl-2-((3-methyl-1-(8-methyl-8-azabicyclo[3.2.1]octan-3-yl)-1H-pyrazol-4-yl)amino)pyrimidin-4-yl)amino)propyl)azetidin-2-one C1(CC1)C=1C(=NC(=NC1)NC=1C(=NN(C1)C1CC2CCC(C1)N2C)C)NCCCN2C(CC2)=O